tert-butyl (R)-4-(3-(((benzyloxy) carbonyl) amino) piperidin-1-yl)-5,7-dihydro-6H-pyrrolo[3,4-d]pyrimidine-6-carboxylate C(C1=CC=CC=C1)OC(=O)N[C@H]1CN(CCC1)C=1C2=C(N=CN1)CN(C2)C(=O)OC(C)(C)C